(R)-3-amino-N-(3-(2-ethyl-4-((3-(3-(trifluoromethyl)-1H-pyrazol-4-yl)imidazo[1,2-a]pyrazin-8-yl)amino)benzamido)propyl)pyrrolidine-1-carboxamide N[C@H]1CN(CC1)C(=O)NCCCNC(C1=C(C=C(C=C1)NC=1C=2N(C=CN1)C(=CN2)C=2C(=NNC2)C(F)(F)F)CC)=O